aniline HCl Cl.NC1=CC=CC=C1